4-(4'-acetylphenoxy)butanoic acid C(C)(=O)C1=CC=C(OCCCC(=O)O)C=C1